ClC(C1=NC(=NO1)C1=CC=C(C=C1)CN1N=C(N=C1)N)(F)F 1-([4-[5-(chlorodifluoromethyl)-1,2,4-oxadiazol-3-yl]phenyl]methyl)-1,2,4-triazol-3-amine